2-(5-((Z)-((1R,5S)-8-azabicyclo[3.2.1]octan-3-ylidene)methyl)pyrazin-2-yl)-5-(1H-imidazol-1-yl)phenol [C@H]12CC(C[C@H](CC1)N2)=CC=2N=CC(=NC2)C2=C(C=C(C=C2)N2C=NC=C2)O